BrC=1C=C2C(=NC1)N(C=C2C2=CC=C(C=O)C=C2)S(=O)(=O)C2=CC=C(C)C=C2 4-(5-bromo-1-tosyl-1H-pyrrolo[2,3-b]pyridin-3-yl)benzaldehyde